ClC=1C(=CC=C2N=CC(=NC12)C=1C=NN(C1)CC1CS(CC1)(=O)=O)OC=1C=CC2=C(N(C(=N2)C)COCC[Si](C)(C)C)C1 3-((4-(8-Chloro-7-((2-methyl-1-((2-(trimethylsilyl)ethoxy)methyl)-1H-benzo[d]imidazol-6-yl)oxy)quinoxalin-2-yl)-1H-pyrazol-1-yl)methyl)tetrahydrothiophene 1,1-dioxide